OC=1C=C2CC[C@@H]([C@@H](C2=CC1)C1=CC=C(C=C1)N1CCC(CC1)CN1CCN(CC1)C=1C=C2CN(C(C2=CC1)=O)[C@@H]1C(NC(CC1)=O)=O)CC(C)C (S)-3-(5-(4-((1-(4-((1R,2R)-6-hydroxy-2-isobutyl-1,2,3,4-tetrahydronaphthalene-1-yl)phenyl)piperidin-4-yl)methyl)piperazin-1-yl)-1-oxoisoindolin-2-yl)piperidine-2,6-dione